C(C)C1CCC(CC1)N1CC(N(C2(CN(C2)C(=O)N)C1=O)CC1=CC=C(C=C1)F)=O 8-((1r,4r)-4-ethylcyclohexyl)-5-(4-fluorobenzyl)-6,9-dioxo-2,5,8-triazaspiro[3.5]nonane-2-carboxamide